28-methylnonacosyl eicos-13-enoate C(CCCCCCCCCCCC=CCCCCCC)(=O)OCCCCCCCCCCCCCCCCCCCCCCCCCCCC(C)C